3-[(2r,4r,5r)-5-[[bis(4-methoxyphenyl)-phenyl-methoxy]methyl]-4-hydroxy-tetrahydrofuran-2-yl]-5-methyl-1H-pyrimidine-2,4-dione COC1=CC=C(C=C1)C(OC[C@@H]1[C@@H](C[C@@H](O1)N1C(NC=C(C1=O)C)=O)O)(C1=CC=CC=C1)C1=CC=C(C=C1)OC